4-chloro-2-phenylbenzofuro[3,2-d]pyrimidine ClC=1C2=C(N=C(N1)C1=CC=CC=C1)C1=C(O2)C=CC=C1